CC1=C(C=C(C(=C1C)OCCC)CC)O 2,3-Dimethyl-5-ethyl-4-propoxy-phenol